(R)-N-((R)-8-(5-(2,3-dichlorophenyl)-6-iodopyrazin-2-yl)-8-azaspiro[4.5]decan-1-yl)-2-methylpropane-2-sulfinamide ClC1=C(C=CC=C1Cl)C=1N=CC(=NC1I)N1CCC2(CCC[C@H]2N[S@](=O)C(C)(C)C)CC1